4-(4-{6-Bromo-7-[(1-ethylpiperidin-4-yl)amino]-3H-imidazo[4,5-b]pyridin-2-yl}phenyl)-1-(3-methoxypropyl)piperazin-2-one BrC=1C(=C2C(=NC1)NC(=N2)C2=CC=C(C=C2)N2CC(N(CC2)CCCOC)=O)NC2CCN(CC2)CC